1-cyclopropyl-3-(2-chloro-4-pyrimidinyl)indole C1(CC1)N1C=C(C2=CC=CC=C12)C1=NC(=NC=C1)Cl